FC(C(=O)C1=CC=CC=C1)C1=CSC=C1 2-fluoro-1-phenyl-2-(thiophen-3-yl)ethane-1-one